C(C)(=O)N1[C@H](CCC2=CC(=CC=C12)C1=CC=C(CN(C(=O)C2=C(C=3N=C(N=C(C3S2)N2CCOCC2)Cl)C)C)C=C1)C (S)-N-(4-(1-acetyl-2-methyl-1,2,3,4-tetrahydroquinolin-6-yl)benzyl)-2-chloro-N,7-dimethyl-4-morpholinothieno[3,2-d]pyrimidine-6-carboxamide